9,10-bis(ethoxycarbonylhexyleneoxy)anthracene C(C)OC(=O)CCCCCCOC=1C2=CC=CC=C2C(=C2C=CC=CC12)OCCCCCCC(=O)OCC